N1C(=NC2=C1C=CC=C2)C(CCCNC(=N)C=2OC(=CC2)Cl)C2=C(C=CC(=C2)C(=O)N)C2=CC=C(C=C2)C#C (1-(1H-benzo[d]imidazol-2-yl)-4-(5-chlorofuran-2-carboximidamido)butyl)-4'-ethynyl-[1,1'-biphenyl]-4-carboxamide